2-(((S)-pent-2-yl)oxy)-7-((1-(pyrrolidin-2-ylmethyl)piperidin-4-yl)methyl)imidazo[2,1-f][1,2,4]triazin-4-amine C[C@@H](CCC)OC1=NN2C(C(=N1)N)=NC=C2CC2CCN(CC2)CC2NCCC2